5-methoxy-7-((2-methyl-4-(4-(trifluoromethyl)piperidin-1-yl)phenyl)amino)-2H-benzo[b][1,4]oxazin-3(4H)-one COC1=CC(=CC=2OCC(NC21)=O)NC2=C(C=C(C=C2)N2CCC(CC2)C(F)(F)F)C